4-(2-(trifluoromethyl)phenoxy)piperidine Hydrochloride Cl.FC(C1=C(OC2CCNCC2)C=CC=C1)(F)F